C(C)(C)N(CC)C(C)C.P(O)(O)=O phosphonic acid diisopropyl-ethylamine salt